(2R,4S)-N-((S)-1-(((3-chloro-1H-pyrrolo[2,3-b]pyridin-5-yl)methyl)amino)-1-oxopropan-2-yl)-4-(naphthalen-2-ylmethyl)pyrrolidine-2-carboxamide di-trifluoroacetate FC(C(=O)O)(F)F.FC(C(=O)O)(F)F.ClC1=CNC2=NC=C(C=C21)CNC([C@H](C)NC(=O)[C@@H]2NC[C@H](C2)CC2=CC1=CC=CC=C1C=C2)=O